Cl.Cl.ClC=1C(=NC2=CC=C(C=C2C1)N1CC(C1)N)N1CCNCC1 1-(3-chloro-2-piperazin-1-yl-6-quinolinyl)azetidin-3-amine dihydrochloride